FN1N=C(C=2C1=NC=CC2I)C fluoro-4-iodo-3-methyl-1H-pyrazolo[3,4-b]Pyridine